O=C1NC(CCC1N1CC=2C(N(C=CC2C1=O)C1CC2(CN(C2)C(=O)OC(C)(C)C)C1)=O)=O tert-butyl 6-(2-(2,6-dioxopiperidin-3-yl)-1,4-dioxo-1,2,3,4-tetrahydro-5H-pyrrolo[3,4-c]pyridin-5-yl)-2-azaspiro[3.3]heptane-2-carboxylate